1-N-[4-[7-[1-(difluoromethyl)pyrazol-4-yl]quinolin-4-yl]oxyphenyl]-1-N'-(4-fluorophenyl)-1-N'-methylcyclopropane-1,1-dicarboxamide FC(N1N=CC(=C1)C1=CC=C2C(=CC=NC2=C1)OC1=CC=C(C=C1)NC(=O)C1(CC1)C(=O)N(C)C1=CC=C(C=C1)F)F